N-(5-(N,N-bis(2,4-dimethoxybenzyl)sulfamoyl)pyridin-3-yl)-6-chloro-2-(4,4-difluoropiperidin-1-yl)-4-methylnicotinamide COC1=C(CN(S(=O)(=O)C=2C=C(C=NC2)NC(C2=C(N=C(C=C2C)Cl)N2CCC(CC2)(F)F)=O)CC2=C(C=C(C=C2)OC)OC)C=CC(=C1)OC